C1(CC1)C(=O)NC1=CC(=C(N=N1)C(=O)NC([2H])([2H])[2H])NC1=C(C(=NC=C1)C1=NN(N=C1)C1CC1)OC 6-(cyclopropanecarboxamido)-4-((2-(2-cyclopropyl-2H-1,2,3-triazol-4-yl)-3-methoxypyridin-4-yl)amino)-N-(methyl-d3)pyridazine-3-carboxamide